mono-pentyl phosphate P(=O)(OCCCCC)([O-])[O-]